C(C)(=O)[O-].C(C)[N+](C)(C)C ethyl-(trimethylammonium) acetate